(Z)-methyl 3-(2-chlorophenyl)-2-((ethoxycarbonyl) imino)-2,3-dihydrothiazole-4-carboxylate ClC1=C(C=CC=C1)N1/C(/SC=C1C(=O)OC)=N/C(=O)OCC